3-(4,7-dihydrothieno[2,3-c]pyridin-6(5H)-yl)-2-hydroxypropyl 3,4-dihydroquinoline-1(2H)-carboxylate N1(CCCC2=CC=CC=C12)C(=O)OCC(CN1CC2=C(CC1)C=CS2)O